C(C1=CC=CC=C1)N1CCO[C@@H](CC1)CO (S)-(4-benzyl-1,4-oxazepan-7-yl)methanol